(7-chloroquinolin-8-yl)-3-cyclopropylpyridine-2-sulfonamide ClC1=CC=C2C=CC=NC2=C1C1=C(C(=NC=C1)S(=O)(=O)N)C1CC1